N1=CNC2=NC=C(C=C21)C#CC=2C=C(C(=O)NC1=CC(=CC(=C1)C(F)(F)F)N1C=NC(=C1)C)C=CC2C 3-(2-(3H-imidazo[4,5-b]pyridin-6-yl)ethynyl)-4-methyl-N-(3-(4-methyl-1H-imidazol-1-yl)-5-(trifluoromethyl)phenyl)benzamide